Cl.N[C@H](C(=O)N1[C@@H](C[C@H](C1)O)C(=O)OC)C(C)(C)C methyl (2S,4R)-1-((S)-2-amino-3,3-dimethylbutanoyl)-4-hydroxypyrrolidine-2-carboxylate hydrochloride